C([C@@H]1[C@@H]([C@@H]([C@H]([C@H](O1)O[C@@H]2[C@H]([C@@H]([C@H](OC2O)CO)O)O)O)O)O)O The molecule is a disaccharide that is D-glucopyranose in which the hydroxy group at position 2 has been converted into the corresponding alpha-D-galactopyranoside. It is an alpha-D-galactoside and a glycosylglucose. It derives from a D-glucopyranose.